COC=1C=CC=C2C(=C3N(C12)C(CCC3)C(=O)OC)CC3=CC=CC=C3 4-methoxy-6-methoxycarbonyl-10-benzyl-6,7,8,9-tetrahydropyrido[1,2-a]indole